3-(5-(4'-(1-amino-2,2,2-trifluoroeth-yl)-2'-hydroxy-[1,1'-biphenyl]-4-yl)-6-chloro-1H-indazol-3-yl)propanoic acid NC(C(F)(F)F)C1=CC(=C(C=C1)C1=CC=C(C=C1)C=1C=C2C(=NNC2=CC1Cl)CCC(=O)O)O